4-(5-Methylpyrimidin-2-yl)pyrrolo[1,2-a]quinoxaline-7-carboxylic acid CC=1C=NC(=NC1)C=1C=2N(C3=CC=C(C=C3N1)C(=O)O)C=CC2